(S)-3-(5-(((S)-1-((2-Morpholinoquinolin-6-yl)methyl)pyrrolidin-3-yl)oxy)-1-oxoisoindolin-2-yl)piperidine-2,6-dione O1CCN(CC1)C1=NC2=CC=C(C=C2C=C1)CN1C[C@H](CC1)OC=1C=C2CN(C(C2=CC1)=O)[C@@H]1C(NC(CC1)=O)=O